C(C)(C)(C)O[C@@H]1[C@H](C[C@@H]2N(CCC3=CC(=C(C=C23)OC)O)C1)O (2S,3S,11bS)-3-(tert-butoxy)-10-methoxy-1,3,4,6,7,11b-hexahydro-2H-pyrido[2,1-a]isoquinoline-2,9-diol